C1N(CC2C1CCC2)C(=O)N Hexahydrocyclopenta[c]pyrrole-2(1H)-formamide